C(=O)(O)COC1=C(C2=CC=CC=C2C=C1C)C1=C(C(=CC2=CC=CC=C12)C)OCC(=O)O 2,2'-bis(carboxymethoxy)-3,3'-dimethyl-1,1'-binaphthyl